N=1C(N=CC=2C1N=CC2)=O pyrrolo[2,3-d]pyrimidine-one